F[C@]12[C@H]3CC[C@@]4([C@H](CC[C@H]4[C@@H]3CC[C@@H]2C[C@](CC1)(C)O)C(CNC1=CC=C(C=C1)F)=O)C 1-((3R,5R,8S,9S,10R,13S,14S,17S)-10-Fluoro-3-hydroxy-3,13-dimethylhexadecahydro-1H-cyclopenta[a]phenanthren-17-yl)-2-((4-fluorophenyl)amino)ethan-1-one